4-(3-(5-fluoro-2-(((3S,4S)-4-fluoropiperidin-3-yl)amino)pyrimidin-4-yl)-7-methoxyimidazo[1,2-b]pyridazin-6-yl)thiomorpholine 1,1-dioxide FC=1C(=NC(=NC1)N[C@H]1CNCC[C@@H]1F)C1=CN=C2N1N=C(C(=C2)OC)N2CCS(CC2)(=O)=O